(S)-2-((1-(5-(3,5-dimethylphenyl)-1-methyl-1,2,4-triazol-3-yl)ethyl)carbamoyl)-4-methoxypyridin-3-yl acetate C(C)(=O)OC=1C(=NC=CC1OC)C(N[C@@H](C)C1=NN(C(=N1)C1=CC(=CC(=C1)C)C)C)=O